Ethyl (E)-(2-cyano-2-(2-(3,5-dichloro-4-((5-isopropyl-6-oxo-1,6-dihydropyridazin-3-yl)oxy)phenyl)hydrazineylidene)acetyl)carbamate C(#N)\C(\C(=O)NC(OCC)=O)=N/NC1=CC(=C(C(=C1)Cl)OC1=NNC(C(=C1)C(C)C)=O)Cl